COC=1C=C(C=CC1\N=N/C1=CC=NC=C1)NC(C1=NC=CC=C1)=O (Z)-N-(3-Methoxy-4-(pyridin-4-yldiazenyl)phenyl)picolinamide